C1(CC1)CN[C@H]1[C@@H](C1)C1=CC(=C(S1)C)C(=O)NC1CCC(CC1)(F)F 5-(trans-2-((cyclopropylmethyl)amino)-cyclopropyl)-N-(4,4-difluorocyclohexyl)-2-methylthiophene-3-carboxamide